C(C)(C)(C)C1=CC(=C(C=C1OC)CC(=O)O)Cl (4-tert-butyl-2-chloro-5-methoxy-phenyl)acetic acid